tert-butyl 4-(4-cyano-1-(2,6-dimethylmorpholino)-5,6,7,8-tetrahydro-2,6-naphthyridin-3-yl)-2-(cyanomethyl)piperazine-1-carboxylate C(#N)C1=C(N=C(C=2CCNCC12)N1CC(OC(C1)C)C)N1CC(N(CC1)C(=O)OC(C)(C)C)CC#N